5-(1-methylpropyl)-4-hydroxy-2-methylbenzoic acid, sodium salt [Na+].CC(CC)C=1C(=CC(=C(C(=O)[O-])C1)C)O